N-(3,5-difluoro-4-{[1-(4-methylbenzene-1-sulfonyl)-3-(3,3,3-trifluoropropyl)-1H-pyrrolo[2,3-b]pyridin-4-yl]oxy}phenyl)-N'-[(3-fluorooxetan-3-yl)methyl]urea FC=1C=C(C=C(C1OC1=C2C(=NC=C1)N(C=C2CCC(F)(F)F)S(=O)(=O)C2=CC=C(C=C2)C)F)NC(=O)NCC2(COC2)F